COC(C1=CC(C(=O)OC)=CC(=C1)OC1=NC=CC=C1C1=NC(=NC=C1)N)=O.N1(CCCCCC1)C=1C=C(C=CC1C(=O)N1CCNCC1)NC(=O)C1CC1 N-[3-(azepan-1-yl)-4-(piperazine-1-carbonyl)phenyl]Cyclopropanecarboxamide dimethyl-5-((3-(2-aminopyrimidin-4-yl)pyridin-2-yl)oxy)isophthalate